Cl.N1CCCC2CC3C(C=C12)=CC=CC3 octahydrobenzo[g]quinoline hydrochloride